4-[[3-(3,5-dichlorophenyl)-5-methoxy-4H-isoxazole-5-carbonyl]amino]tetrahydrofuran-2-carboxylic acid methyl ester COC(=O)C1OCC(C1)NC(=O)C1(CC(=NO1)C1=CC(=CC(=C1)Cl)Cl)OC